C(#N)C1=CC(=NC=N1)OC[C@@H]1C[C@H](CC1)C(=O)OCC ethyl trans-3-[(6-cyanopyrimidin-4-yl)oxymethyl]cyclopentanecarboxylate